CC1=C(C=C(C=C1)NC(CC(=O)C1=CC=C(C=C1)[N+](=O)[O-])=O)C(F)(F)F N-[4-methyl-3-(trifluoromethyl)phenyl]-3-(4-nitrophenyl)-3-oxo-propanamide